CN(C)C1=CC=C(C=C1)Br 4-Bromo-N,N-dimethylaniline